3-(4-fluoro-1-isopropyl-2-methyl-1H-benzo[d]imidazol-6-yl)-N-(1-methylpiperidin-4-yl)-1H-pyrrolo[2,3-b]pyridine-5-carboxamide FC1=CC(=CC=2N(C(=NC21)C)C(C)C)C2=CNC1=NC=C(C=C12)C(=O)NC1CCN(CC1)C